γ-(N-piperidinyl)propyltrimethoxysilane N1(CCCCC1)CCC[Si](OC)(OC)OC